7-fluoro-5-formylbenzo[d][1,3]dioxole-4-carboxylic acid FC1=CC(=C(C2=C1OCO2)C(=O)O)C=O